triethylene glycol bis{3-(3-tert-butyl-4-hydroxy-5-methylphenyl) propionate} C(C)(C)(C)C=1C=C(C=C(C1O)C)CCC(=O)OCCOCCOCCOC(CCC1=CC(=C(C(=C1)C)O)C(C)(C)C)=O